BrC=1C(=C(C=CC1)NC=1C2=C(N=C(N1)C(F)F)C=C(C=N2)CO)C (4-((3-bromo-2-methylphenyl)amino)-2-(difluoromethyl)pyrido[3,2-d]pyrimidin-7-yl)methanol